C(CCCCCCCCCCCCCCCCCC)N n-Nonadecylamin